tert-Butyl 3-{[2-(4-isopropylphenyl)imidazo[1,2-a]pyridin-3-yl]methyl}-3,6-diazabicyclo[3.1.1]heptane-6-carboxylate C(C)(C)C1=CC=C(C=C1)C=1N=C2N(C=CC=C2)C1CN1CC2N(C(C1)C2)C(=O)OC(C)(C)C